ClCC1=CC=C(C=C1)SCC (4-(chloromethyl)phenyl)-(ethyl)sulfane